CC=1C=C(C(=NC1C)C1=NC=CC=C1)OC1=CCN(C=C1)C1=C(C=CC=C1)OC 4-(5,6-Dimethyl-2-pyridin-2-yl-pyridin-3-yl)oxy-N-(2-methoxyphenyl)pyridin